3-[(3-chloro-2-methoxyphenyl)amino]-2-[6-[(1-methylazetidin-3-yl)methoxy]-1,5-naphthyridin-4-yl]-1H,5H,6H,7H-pyrrolo[3,2-c]pyridin-4-one ClC=1C(=C(C=CC1)NC1=C(NC2=C1C(NCC2)=O)C2=CC=NC1=CC=C(N=C21)OCC2CN(C2)C)OC